4-(5-(4-cyanophenyl)imidazo[2,1-b][1,3,4]thiadiazol-2-yl)-N-(2-(dimethylamino)ethyl)benzamide C(#N)C1=CC=C(C=C1)C1=CN=C2SC(=NN21)C2=CC=C(C(=O)NCCN(C)C)C=C2